(R)-8-chloro-1-(2,6-dichlorophenyl)-5-((2,2-dimethyl-1,3-dioxolan-4-yl)methoxy)-2-(hydroxymethyl)-1,6-naphthyridin-4(1H)-one ClC=1C=NC(=C2C(C=C(N(C12)C1=C(C=CC=C1Cl)Cl)CO)=O)OC[C@H]1OC(OC1)(C)C